iron nickel lithium oxide [O-2].[Li+].[Ni+2].[Fe+2]